2-(3,4-Dichlorobenzyl)-4-(2-naphthyl)imidazoleVanillyllactic acid ClC=1C=C(CC2(N=CC(=N2)C2=CC3=CC=CC=C3C=C2)C2=CC(=C(C=C2CC(C(=O)O)(O)C)OC)O)C=CC1Cl